1-[5-(2,6-dichloro-4-nitrophenoxy)-1-(4-methyl-benzenesulfonyl)-indol-3-yl]propan-1-one ClC1=C(OC=2C=C3C(=CN(C3=CC2)S(=O)(=O)C2=CC=C(C=C2)C)C(CC)=O)C(=CC(=C1)[N+](=O)[O-])Cl